N1-(5-(2-isopropyl-7-methyl-1-oxoisoindol-5-yl)-4-methylthiazol-2-yl)-pyrrolidine-1,2-dicarboxamide C(C)(C)N1C(C2=C(C=C(C=C2C1)C1=C(N=C(S1)NC(=O)N1C(CCC1)C(=O)N)C)C)=O